NC1=NC=NN2C1=C(C=C2C=2C=CC(=C(C(=O)N[C@@H]1CN(C[C@@H]1F)C(=O)C1CC(C1)(F)F)C2)OC)C(F)(F)F 5-[4-amino-5-(trifluoromethyl)pyrrolo[2,1-f][1,2,4]triazin-7-yl]-N-[(3R,4S)-1-(3,3-difluorocyclobutanecarbonyl)-4-fluoropyrrolidin-3-yl]-2-methoxybenzamide